7-oxo-2,3-diphenyl-6-(quinolin-6-yl)-4,7-dihydropyrazolo[1,5-a]pyrimidine-5-carboxylic acid O=C1C(=C(NC=2N1N=C(C2C2=CC=CC=C2)C2=CC=CC=C2)C(=O)O)C=2C=C1C=CC=NC1=CC2